7-(1-(5-(3-Aminopropyl)-2-oxooxazolidin-3-yl)ethyl)-3-(3-fluoro-4-((methylsulfonyl)methyl)phenyl)-1H-indole-2-carboxylic acid NCCCC1CN(C(O1)=O)C(C)C=1C=CC=C2C(=C(NC12)C(=O)O)C1=CC(=C(C=C1)CS(=O)(=O)C)F